4-(3-(4-aminopiperidin-1-yl)-6-(2-methyl-2H-indazol-5-yl)-1,2,4-triazin-5-yl)-2-fluorobenzonitrile NC1CCN(CC1)C=1N=NC(=C(N1)C1=CC(=C(C#N)C=C1)F)C1=CC2=CN(N=C2C=C1)C